methyl 4-(bromomethyl)-3-cyclopropyloxybenzoate BrCC1=C(C=C(C(=O)OC)C=C1)OC1CC1